COC(C=CC=1C(=NC=CN1)C1=CC=C(C(=O)OC)C=C1)=O methyl 4-(3-(3-methoxy-3-oxoprop-1-en-1-yl)pyrazin-2-yl)benzoate